OP(O)OP(O)O.C(CCCCCCCCCCCC)C(C(C(C1=CC(=C(C=C1C)O)C(C)(C)C)(C1=CC(=C(C=C1C)O)C(C)(C)C)CCCCCCCCCCCCC)(CCCCCCCCCCCCC)CCCCCCCCCCCCC)C Tetratridecyl-4,4'-butylidene-bis-(2-t-butyl-5-methylphenol) diphosphite